OCCCOC1=CC=C(C=C1)C=1OC(C(C1)=O)C 2-(4-(3-hydroxypropoxy)phenyl)-5-methyl-4-oxo-4,5-dihydrofuran